C1(CCC1)C(CNC(OC(C)(C)C)=O)=O tert-butyl (2-cyclobutyl-2-oxoethyl)carbamate